N-(pyrrolidin-3-ylmethyl)methanesulfonamide N1CC(CC1)CNS(=O)(=O)C